(4R)-3-((2S,3S)-3-Hydroxy-2-methyl-4-methylenenonanoyl)-4-isopropyldihydrofuran-2(3H)-on O[C@@H]([C@@H](C(=O)C1C(OC[C@@H]1C(C)C)=O)C)C(CCCCC)=C